5-(2-methoxyphenyl)-N-(5-(4-(morpholine-4-carbonyl)phenyl)thiazolo[5,4-b]pyridin-2-yl)pyridazine-4-carboxamide COC1=C(C=CC=C1)C=1C(=CN=NC1)C(=O)NC=1SC2=NC(=CC=C2N1)C1=CC=C(C=C1)C(=O)N1CCOCC1